2-(6-((2S,5R)-4-(1-(3,3-dimethyl-2,3-dihydrobenzo[b][1,4]dioxin-6-yl)ethyl)-2,5-dimethylpiperazin-1-yl)-3-methyl-2-oxo-9-propyl-3,9-dihydro-2H-purin-8-yl)acetonitrile CC1(OC2=C(OC1)C=CC(=C2)C(C)N2C[C@@H](N(C[C@H]2C)C=2C=1N=C(N(C1N(C(N2)=O)C)CCC)CC#N)C)C